2-(2-benzyl-oxy-3-bicyclo[4.2.0]octa-1,3,5-trienyl)-4,4,5,5-tetramethyl-1,3,2-dioxaborolane C(C1=CC=CC=C1)OC1=C2CCC2=CC=C1B1OC(C(O1)(C)C)(C)C